ClC=1C=C(C=C(C1OC=1C=CC2=C(N(C(=N2)OC)C2CC2)C1)Cl)N1N=C(C(NC1=O)=O)C#N (3,5-dichloro-4-((1-cyclopropyl-2-methoxy-1H-benzo[d]imidazol-6-yl)oxy)phenyl)-3,5-dioxo-2,3,4,5-tetrahydro-1,2,4-triazine-6-carbonitrile